N(/O)=C(/C1=NC=C(C=C1C)[N+](=O)[O-])\NC(CCCCCC(=O)OCC)=O ethyl 7-{[(E)-(oximino) (3-methyl-5-nitropyridin-2-yl) methyl] amino}-7-oxoheptanoate